C(CCCCCCCCC)(=O)OCCCCCCCN(CCN1CCN(CC1)C(=O)OC(C)(C)C)CCCCCCCC(=O)OC(CCCCCCCC)CCCCCCCC tert-butyl 4-[2-[7-decanoyloxyheptyl-[8-(1-octylnonoxy)-8-oxo-octyl]amino]ethyl]piperazine-1-carboxylate